2,2'-diacetamido-1,1'-biphenyl C(C)(=O)NC1=C(C=CC=C1)C1=C(C=CC=C1)NC(C)=O